4-((5-chloro-4-(1-isopropyl-1H-pyrazol-4-yl)pyrimidin-2-yl)amino)-N-(3-isopropoxyphenyl)-3-methoxybenzamide ClC=1C(=NC(=NC1)NC1=C(C=C(C(=O)NC2=CC(=CC=C2)OC(C)C)C=C1)OC)C=1C=NN(C1)C(C)C